C(C1=CC=CC=C1)OC(=O)N[C@H](C(=O)O)CC1CCCCC1 (S)-2-(((benzyloxy)carbonyl)amino)-3-cyclohexylpropionic acid